tert-butyl (R)-3-(methyl(5-((R)-1,2,3,4-tetrahydro-1,8-naphthyridin-2-yl)pentyl)amino)pyrrolidine-1-carboxylate CN([C@H]1CN(CC1)C(=O)OC(C)(C)C)CCCCC[C@H]1NC2=NC=CC=C2CC1